N-[2-[[(2S)-2,5-diaminopentanoyl]amino]eth-yl]-4-[[3-(2,3-difluoro-4-methoxy-phenyl)imidazo[1,2-a]pyrazin-8-yl]amino]-2-ethyl-benzamide N[C@H](C(=O)NCCNC(C1=C(C=C(C=C1)NC=1C=2N(C=CN1)C(=CN2)C2=C(C(=C(C=C2)OC)F)F)CC)=O)CCCN